ClC1=NC(=C2N=CN(C2=N1)C1OCCCC1)NCC1=CC=C(C=C1)C=1N(C=C(N1)C(F)(F)F)C 2-chloro-N-(4-(1-methyl-4-(trifluoromethyl)-1H-imidazol-2-yl)benzyl)-9-(tetrahydro-2H-pyran-2-yl)-9H-purin-6-amine